methyl 2-chloro-7-ethyl-6-oxo-5H-1,5-naphthyridine-3-carboxylate ClC1=NC=2C=C(C(NC2C=C1C(=O)OC)=O)CC